C(=C)SN=C=O vinylthioisocyanate